(R)-3-((2-hydroxyethyl)(methyl)carbamoyl)pyrrolidine-1-carboxylic acid tert-butyl ester C(C)(C)(C)OC(=O)N1C[C@@H](CC1)C(N(C)CCO)=O